disilylbis(4,5,6,7-tetrahydroindenyl)zirconium dichloride [Cl-].[Cl-].[SiH3][Zr](C1C=CC=2CCCCC12)(C1C=CC=2CCCCC12)[SiH3]